Iron Diethylphosphinate C(C)P([O-])(=O)CC.[Fe+2].C(C)P([O-])(=O)CC